FC1=C(OC2=CC=C(C=C2)C=2N=C(N3C2C(=NC=C3C)C)[C@H]3CN(CCC3)C(C=C)=O)C=CC=C1OC (R)-1-(3-(1-(4-(2-fluoro-3-methoxyphenoxy)phenyl)-5,8-dimethylimidazo[1,5-a]pyrazin-3-yl)piperidin-1-yl)prop-2-en-1-one